C1(=CC=C(C=C1)NC(=O)C1CC12CCN(CC2)C(=O)OC(C(F)(F)F)C(F)(F)F)C 1,1,1,3,3,3-hexafluoropropan-2-yl (+)-1-(p-tolylcarbamoyl)-6-azaspiro[2.5]octane-6-carboxylate